2-fluoro-2-(3-fluoro-2-nitrobenzyl)malonic acid diethyl ester C(C)OC(C(C(=O)OCC)(CC1=C(C(=CC=C1)F)[N+](=O)[O-])F)=O